FC1=C(C=CC(=C1)F)CNC(=O)C=1C(C(=C2N(C[C@H]3N(C2=O)[C@@H](CO3)CC3=CC=CC=C3)C1)O)=O (3R,11aS)-N-[(2,4-Difluorophenyl)methyl]-6-hydroxy-5,7-dioxo-3-(phenylmethyl)-2,3,5,7,11,11a-hexahydro[1,3]oxazolo[3,2-a]pyrido[1,2-d]pyrazine-8-carboxamide